FC1=C(C=CC(=C1)OC1=NC(=NC=C1)N1C[C@@H](CC1)C(F)(F)F)NC1=NC=NC2=CC(=C(C=C12)NC1CCN(CC1)C(C=C)=O)OC (R)-1-(4-((4-((2-fluoro-4-((2-(3-(trifluoromethyl)pyrrolidin-1-yl)pyrimidin-4-yl)oxy)phenyl)amino)-7-methoxyquinazolin-6-yl)amino)piperidin-1-yl)prop-2-en-1-one